COC(=O)[C@H]1N(C=C(C1)C)C(=O)OC(C)(C)C (S)-4-methyl-2,3-dihydro-1H-pyrrole-1,2-dicarboxylic acid 1-tert-butyl 2-methyl ester